4-(benzyloxy)-3-methylbutanoic acid tert-butyl ester C(C)(C)(C)OC(CC(COCC1=CC=CC=C1)C)=O